FC(C=1N=C(OC1C(=O)N1[C@@H](C2=C(CC1)NC=N2)C2=NN1C(C=CC=C1)=C2)C2(CC2)O)F (S)-(4-(difluoromethyl)-2-(1-hydroxycyclopropyl)oxazol-5-yl)(4-(pyrazolo[1,5-a]pyridin-2-yl)-6,7-dihydro-1H-imidazo[4,5-c]pyridin-5(4H)-yl)methanone